C1=C(C=CC2=CC=CC=C12)C(=O)NC1=C(C=CC=C1)C=1OC2=C(C1)C=CC(=C2)CN2CCN(CC2)C(=O)OC(C)(C)C tert-Butyl 4-((2-(2-(2-naphthamido)phenyl)benzofuran-6-yl)methyl)piperazine-1-carboxylate